4-(2-((3-chloro-5-nitropyridin-2-yl)oxy)ethyl)morpholine ClC=1C(=NC=C(C1)[N+](=O)[O-])OCCN1CCOCC1